ClC1=NN=C(C2=CC=CC=C12)N1CCC(CC1)CCNS(=O)=O N-(2-(1-(4-chlorophthalazin-1-yl)piperidin-4-yl)ethyl)sulphonamide